CC=1SC(=CN1)[C@@](C)(C#C)O |r| Racemic-2-(2-methylthiazol-5-yl)but-3-yn-2-ol